C1(=CC=CC=C1)C[SiH2]Cl Phenylmethylchlorosilan